FC(C=1C2=CN(N=C2C(=C(C1)C1=CC=C(C=C1)N1CCC(CC1)(C)O)C)C(C(=O)NC=1SC=CN1)C1=C2N(C=N1)C[C@@H](C2)F)F 2-[4-(difluoromethyl)-6-[4-(4-hydroxy-4-methyl-1-piperidinyl)phenyl]-7-methyl-indazol-2-yl]-2-[(6R)-6-fluoro-6,7-dihydro-5H-pyrrolo[1,2-c]imidazol-1-yl]-N-thiazol-2-yl-acetamide